The molecule is a branched amino pentasaccharide consisting of two repeating units of beta-D-Gal-(1->4)-beta-D-GlcNAc joined by a (1->3)-linkage with an alpha-L-fucosyl residue attached at the 2-position of the galactose residue at the non-reducing end. It is an alpha-L-Fucp-(1->2)-beta-D-Galp-(1->4)-beta-D-GlcpNAc-(1->3)-beta-D-Galp-(1->4)-D-GlcpNAc, an amino pentasaccharide and a glucosamine oligosaccharide. C[C@H]1[C@H]([C@H]([C@@H]([C@@H](O1)O[C@@H]2[C@H]([C@H]([C@H](O[C@H]2O[C@@H]3[C@H](O[C@H]([C@@H]([C@H]3O)NC(=O)C)O[C@H]4[C@H]([C@H](O[C@H]([C@@H]4O)O[C@@H]5[C@H](O[C@H]([C@@H]([C@H]5O)NC(=O)C)O)CO)CO)O)CO)CO)O)O)O)O)O